(2S)-tert-butyl 4-hydroxy-2-(hydroxymethyl)-4-(trifluoromethyl)pyrrolidine-1-carboxylate OC1(C[C@H](N(C1)C(=O)OC(C)(C)C)CO)C(F)(F)F